C(#N)C=1C=CC(=C2N=CC=NC12)N1C[C@@H](C[C@@H](C1)C)NC(C[C@H](C(C)(C)C)O)=O (R)-N-((3R,5S)-1-(8-cyanoquinoxalin-5-yl)-5-methylpiperidin-3-yl)-3-hydroxy-4,4-dimethylpentanamide